C1N(CCC2=CC=CC=C12)C(=O)OCC(CN1CC=2NC3=CC=CC=C3C2CC1)O 2-Hydroxy-3-(1,3,4,9-tetrahydro-2H-pyrido[3,4-b]indol-2-yl)propyl 3,4-dihydroisoquinoline-2(1H)-carboxylate